Cl.Cl.N[C@H](C(=O)OCC(F)(F)F)CC=1C=NC=CC1OC 2,2,2-Trifluoroethyl (S)-2-amino-3-(4-methoxypyridin-3-yl)propanoate dihydrochloride